Cyclopentyl-3-(4-phenoxyphenyl)-1H-pyrazolo[3,4-d]pyrimidin-4-amine C1(CCCC1)N1N=C(C=2C1=NC=NC2N)C2=CC=C(C=C2)OC2=CC=CC=C2